FC(C(CC=CCC)C)(F)F 6-(trifluoromethyl)hept-3-ene